OC1CN(CC1)C=1N=C2C(=C(C=NC2=CC1)C(C)=O)NC1CCC(CC1)CN1CC(CC1)O 1-(6-(3-hydroxypyrrolidin-1-yl)-4-(4-((3-hydroxypyrrolidin-1-yl)methyl)cyclohexyl-amino)-1,5-naphthyridin-3-yl)ethanone